racemic-2-bromo-6,7-dihydro-5H-cyclopenta[b]pyridin-7-ol BrC1=CC=C2C(=N1)[C@@H](CC2)O |r|